FC1=C(C=C(C(=C1)C)F)C1CCN(CC1)C(=O)C1CC2(C1)NC(OC2)=O (2s,4s)-2-(4-(2,5-difluoro-4-methylphenyl)piperidine-1-carbonyl)-7-oxa-5-azaspiro[3.4]octan-6-one